ethyl 2-(2',3',4',5'-tetrahydro-[1,1'-biphenyl]-3-yl)acetate C1(=CC(=CC=C1)CC(=O)OCC)C=1CCCCC1